OCCN1C=C(C=2N(C(C=CC21)=O)C)C2=NC(=CC(=C2)OC2=CC=C(C=C2)C(F)(F)F)C 1-(2-hydroxyethyl)-4-methyl-3-{6-methyl-4-[4-(trifluoromethyl)phenoxy]pyridin-2-yl}-1H,4H,5H-pyrrolo[3,2-b]pyridin-5-one